(1-(2-(2,4-dichlorophenyl)acetyl)-1,2,3,4-tetrahydroquinolin-7-yl)-2,3-dihydrobenzo[b][1,4]dioxin-6-sulfonamide ClC1=C(C=CC(=C1)Cl)CC(=O)N1CCCC2=CC=C(C=C12)C1COC2=C(O1)C=CC(=C2)S(=O)(=O)N